C(N)(=O)OCC(OC[C@H]1O[C@H]([C@@H]([C@@H]1O)O)N1N=CC=2C1=NC(=NC2NC2CCCC2)Cl)P(O)(O)=O (2-(carbamoyloxy)-1-(((2R,3S,4R,5R)-5-(6-chloro-4-(cyclopentylamino)-1H-pyrazolo[3,4-d]pyrimidin-1-yl)-3,4-dihydroxytetrahydrofuran-2-yl)methoxy)ethyl)phosphonic acid